thioureidoimidazole N(C(=S)N)C=1NC=CN1